C(C)OC(=O)C=1C(=NOC1C1CC1)C1=C(C=CC=C1C)F 5-cyclopropyl-3-(2-fluoro-6-methylphenyl)-1,2-oxazole-4-carboxylic acid ethyl ester